3-[2-(4-chloro-3-fluorophenoxy)acetamido]-N-[(pyridin-4-yl)methyl]bicyclo[1.1.1]pentane-1-carboxamide ClC1=C(C=C(OCC(=O)NC23CC(C2)(C3)C(=O)NCC3=CC=NC=C3)C=C1)F